C(C)(=O)[O-].C(C)(=O)[O-].[Pt+2] platinum bisacetate